(S)-2-(7-methoxy-4-(1-methyl-3-phenyl-1H-pyrazol-4-yl)quinazolin-6-yl)-4-methylmorpholine COC1=C(C=C2C(=NC=NC2=C1)C=1C(=NN(C1)C)C1=CC=CC=C1)[C@H]1CN(CCO1)C